FC1=CC=C2[C@@H](N3C(C2=C1)=CN=C3)[C@H]3[C@@H](CCC3)O (1R,2S)-2-[(5S)-8-Fluoro-5H-imidazo[4,3-a]isoindol-5-yl]cyclopentan-1-ol